(S)-2-(1-cyclopropyl-3,4-dimethyl-7-oxo-1,7-dihydro-6H-pyrazolo[3,4-d]pyridazin-6-yl)-N-(1-(5-(trifluoromethyl)pyridin-2-yl)ethyl)acetamide C1(CC1)N1N=C(C2=C1C(N(N=C2C)CC(=O)N[C@@H](C)C2=NC=C(C=C2)C(F)(F)F)=O)C